N1CCC(=CC1)C(=O)OC methyl 1,2,3,6-tetrahydropyridine-4-carboxylate